N-(3-(5-(2-hydroxy-2-methylpropoxy)pyridin-2-yl)-1-methyl-1H-pyrazol-4-yl)-6-(1H-pyrazol-3-yl)picolinamide OC(COC=1C=CC(=NC1)C1=NN(C=C1NC(C1=NC(=CC=C1)C1=NNC=C1)=O)C)(C)C